3-((5-chloro-2-((4-(4-(cyclohexyl-(methyl)amino)piperidin-1-yl)-2-(difluoromethoxy)phenyl)amino)-pyrimidin-4-yl)amino)thiophene-2-carboxamide ClC=1C(=NC(=NC1)NC1=C(C=C(C=C1)N1CCC(CC1)N(C)C1CCCCC1)OC(F)F)NC1=C(SC=C1)C(=O)N